4,4-dimethyl-1-[[3-(2-methyl-4-pyridyl)-1H-indazol-5-yl]amino]tetralin-6-carbonitrile CC1(CCC(C2=CC=C(C=C12)C#N)NC=1C=C2C(=NNC2=CC1)C1=CC(=NC=C1)C)C